(S)-N-(1-(4-(benzylthio)-3-cyanophenylamino)-1-oxo-3-phenylpropan-2-yl)-4-fluorobenzamide C(C1=CC=CC=C1)SC1=C(C=C(C=C1)NC([C@H](CC1=CC=CC=C1)NC(C1=CC=C(C=C1)F)=O)=O)C#N